CC(C)(C)[S@@](=O)N=C(C)C=1C=C(C=C2C(N(C(=NC12)N1CCOCC1)C)=O)C(F)(F)F (R)-2-methyl-N-(1-(3-methyl-2-morpholino-4-oxo-6-(trifluoromethyl)-3,4-dihydroquinazolin-8-yl)ethylidene)propane-2-sulfinamide